6-(7,8-dihydro-5H-1,6-naphthyridin-6-yl)-N-[(3-fluorophenyl)methyl]-5-methyl-pyridine N1=CC=CC=2CN(CCC12)C1=C(C=CCN1CC1=CC(=CC=C1)F)C